C(C)(C)[Ni](C(C)C)Cl diisopropylnickel chloride